(R)-3-(3-((5-(5-methyloxazol-2-yl)-1H-pyrrolo[2,3-b]pyridin-4-yl)amino)piperidin-1-yl)-3-oxopropanenitrile CC1=CN=C(O1)C=1C(=C2C(=NC1)NC=C2)N[C@H]2CN(CCC2)C(CC#N)=O